tert-butyl 4-[2-(cyclopropylamino)-8-(1-methyl-4-piperidyl)-7-oxo-pyrido[2,3-d]pyrimidin-6-yl]-8-methyl-2,3-dihydroquinoxaline-1-carboxylate C1(CC1)NC=1N=CC2=C(N1)N(C(C(=C2)N2CCN(C1=C(C=CC=C21)C)C(=O)OC(C)(C)C)=O)C2CCN(CC2)C